FC1=C2C=C(NC2=CC(=C1)F)C(=O)N1CCN(CC1)C(C(=O)NCC1(CC1)O)=O 2-(4-(4,6-difluoro-1H-indole-2-carbonyl)piperazin-1-yl)-N-((1-hydroxycyclopropyl)methyl)-2-oxoacetamide